C(C1=CC=CC=C1)NC(\C=C\C1=CC(=C(C=C1)OC)OC1=CC=CC=C1)=O (E)-N-benzyl-(4-methoxy)-3-phenoxycinnamamide